Cyanomethyl (S)-2-((tert-butoxy-carbonyl)amino)-3-(4-cyanothiazol-2-yl)propanoate C(C)(C)(C)OC(=O)N[C@H](C(=O)OCC#N)CC=1SC=C(N1)C#N